C(C=C)OC(C(=C)C)=O.C(C)(C1=C(C(=CC(=C1)C)OC)OCC(=O)N)C1=C(C(=CC(=C1)C)OC)OCC(=O)N 2,2'-((ethane-1,1-diylbis(6-methoxy-4-methyl-2,1-phenylene))bis(oxy))diacetamide Allyl-methacrylate